C1(CCCC1)NC=1C2=C(N=C(N1)NC1=C(C=C(C=C1)C1=CC=NN1C)OC)NC=C2 N4-cyclopentyl-N2-(2-methoxy-4-(1-methyl-1H-pyrazol-5-yl)phenyl)-7H-pyrrolo[2,3-d]pyrimidine-2,4-diamine